FC1=CC=C(C=C1)CN(N1C(C2=CC(=CC=C2C1)C=1OC(=NN1)C(F)F)=O)CC1=CC=C(C=C1)F 2-{bis[(4-fluorophenyl)methyl]amino}-6-[5-(difluoromethyl)-1,3,4-oxadiazol-2-yl]-2,3-dihydro-1H-isoindol-1-one